1-(5-(((R)-7-fluoro-2-(hydroxymethyl)-2,3-dihydrobenzo[b][1,4]dioxin-5-yl)amino)-7-(methylamino)pyrazolo[1,5-a]pyrimidin-3-yl)-3-((1R,2S)-2-fluorocyclopropyl)urea FC=1C=C(C2=C(O[C@@H](CO2)CO)C1)NC1=NC=2N(C(=C1)NC)N=CC2NC(=O)N[C@H]2[C@H](C2)F